COC1=CC=C(C(=O)NC=2SC=C(N2)C=2C=NC=CC2)C=C1 4-methoxy-N-[4-(3-pyridyl)thiazol-2-yl]benzamide